tert-butyl (4-((2R,3S)-3-((4-methyl-3-(trifluoromethyl)phenyl)carbamoyl)piperidin-2-yl)phenyl)carbamate CC1=C(C=C(C=C1)NC(=O)[C@@H]1[C@@H](NCCC1)C1=CC=C(C=C1)NC(OC(C)(C)C)=O)C(F)(F)F